3-(1'-((3-methyl-1H-indazol-4-yl)methyl)-7-oxo-5,7-dihydro-2H,6H-spiro[furo[2,3-f]isoindole-3,4'-piperidin]-6-yl)piperidine-2,6-dione CC1=NNC2=CC=CC(=C12)CN1CCC2(CC1)COC1=CC=3C(N(CC3C=C12)C1C(NC(CC1)=O)=O)=O